ethoxytriisobutylsilane C(C)O[Si](CC(C)C)(CC(C)C)CC(C)C